(2R,3R,5S)-2-(6-amino-9H-purin-9-yl)-5-(hydroxymethyl)tetrahydrofuran-3-ol NC1=C2N=CN(C2=NC=N1)[C@@H]1O[C@@H](C[C@H]1O)CO